O1COC2=C1C=CC(=C2)C2(CN(C2)C=2N=C(C1=C(N2)CC[S@]1=O)NC1(CCC1)CO)OC |r| (R/S)-2-(3-(benzo(d)[1,3]dioxolan-5-yl)-3-methoxyazetidin-1-yl)-4-((1-(hydroxymethyl)cyclobutyl)amino)-6,7-dihydrothieno[3,2-d]pyrimidine 5-oxide